C1(CC1)C=1C=C(C=2N(C1)C=C(N2)COC=2C=C(N=NC2)NC(=O)[C@@H]2[C@H](C2)C2=NC=CC(=N2)C)N2C([C@H]1C[C@H]1C2)=O (1S,2S)-N-(5-((6-cyclopropyl-8-((1S,5R)-2-oxo-3-azabicyclo[3.1.0]hexan-3-yl)imidazo[1,2-a]pyridin-2-yl)methoxy)pyridazin-3-yl)-2-(4-methylpyrimidin-2-yl)cyclopropane-1-carboxamide